1-(tert-butyl) 2-methyl (2S,3R,4R)-3-allyl-4-amino-3-methylpyrrolidine-1,2-dicarboxylate C(C=C)[C@]1([C@H](N(C[C@@H]1N)C(=O)OC(C)(C)C)C(=O)OC)C